[C@H](C)(CC)[C@H](N(C([C@@H](NC([C@@H](N(C(OCC1C2=CC=CC=C2C=2C=CC=CC12)=O)C)C(C)C)=O)C(C)C)=O)C)[C@@H](CC(=O)O)OC (5S,8S,11S,12R)-11-((S)-sec-butyl)-1-(9H-fluoren-9-yl)-5,8-diisopropyl-12-methoxy-4,10-dimethyl-3,6,9-trioxo-2-oxa-4,7,10-triazatetradecane-14-oic acid